tantalum-niobium alloyl-gold C(C=C)(=O)[Au].[Nb].[Ta]